(R)-[(2R,5R)-5-methyl-2-pyrrolidinyl]phenylmethanol C[C@@H]1CC[C@@H](N1)[C@H](O)C1=CC=CC=C1